NCCC 1-aminopropane